diisobutyloxydiethoxytitanium C(C(C)C)O[Ti](OCC)(OCC)OCC(C)C